(R)-9-(6-((4-amino-5-(methylthio)pentyl)oxy)-2,3-dichlorobenzyl)-9H-purin-6-amin N[C@H](CCCOC1=CC=C(C(=C1CN1C2=NC=NC(=C2N=C1)N)Cl)Cl)CSC